vitamin C glutarate C(CCCC(=O)O)(=O)O.OC=1[C@H](OC(C1O)=O)[C@H](CO)O